6-chloro-5-(2-((3,3-difluoro-1-(hydroxymethyl)cyclobutyl)amino)-2-oxoacetyl)-N-(6-fluoro-5-methylpyridin-3-yl)-2,3-dihydro-1H-pyrrolizine-7-carboxamide ClC1=C(N2CCCC2=C1C(=O)NC=1C=NC(=C(C1)C)F)C(C(=O)NC1(CC(C1)(F)F)CO)=O